C(C)OC(=O)N1C[C@H](CC1)N1N=CC=2C1=NC(=NC2NC(=O)C=2SC(=CC2)[N+](=O)[O-])C=2C=NC(=CC2)F (S)-3-(6-(6-Fluoropyridin-3-yl)-4-(5-Nitro-thiophene-2-carboxamido)-1H-pyrazolo[3,4-d]pyrimidin-1-yl)pyrrolidine-1-carboxylic acid ethyl ester